((1R,4R,7R)-7-amino-2-azabicyclo[2.2.1]hept-2-yl)(2-(1-(cyclopropylmethyl)-6,6-dimethyl-1,6,7,8-tetrahydropyrrolo[3,2-g]indol-2-yl)-7-fluoro-1-methyl-1H-benzo[d]imidazol-5-yl)methanone N[C@H]1[C@@H]2N(C[C@H]1CC2)C(=O)C2=CC1=C(N(C(=N1)C1=CC=3C=CC=4C(CNC4C3N1CC1CC1)(C)C)C)C(=C2)F